ClC1=CC=C(C(=N1)N1CCN(CC1)C(=O)OC(C)(C)C)OC 1-Tert-butyl 4-(6-chloro-3-methoxypyridin-2-yl)piperazine-1-carboxylate